1-((7-cyano-2-(2,2'-dimethyl-3'-(4,5,6,7-tetrahydrothiazolo[5,4-c]pyridin-2-yl)biphenyl-3-yl)benzo[d]oxazol-5-yl)methyl)pyrrolidine-3-carboxylic acid C(#N)C1=CC(=CC=2N=C(OC21)C=2C(=C(C=CC2)C2=C(C(=CC=C2)C=2SC=1CNCCC1N2)C)C)CN2CC(CC2)C(=O)O